FC1(CC1)CN1[C@@H](C=2C=CC=3C(C2C[C@H]1C)=CN(N3)C3OCCCC3)C=3C(=CC(=NC3)NC3CNC3)OC 3-(5-((6S,8R)-7-((1-fluorocyclopropyl)methyl)-8-methyl-2-(tetrahydro-2H-pyran-2-yl)-6,7,8,9-tetrahydro-2H-pyrazolo[4,3-f]Isoquinolin-6-yl)-4-methoxypyridin-2-ylamino)azetidin